C1(=CC=CC=C1)C1=C2C=CC=CC2=C(C2=CC=CC=C12)C1=NC2=C(N=C(O2)C2=CC=C(C=C2)C=2C=NC=CC2)C=C1 6-(10-phenyl-anthracen-9-yl)-2-(4-pyridin-3-yl-phenyl)-7-azabenzoxazole